FC=1C=C(C(=O)NC23CC(C2)(C3)C3(COC3)C(=O)NC3=CC=C(C=C3)F)C=CC1F 3-(3-(3,4-difluorobenzamido)bicyclo[1.1.1]pentan-1-yl)-N-(4-fluorophenyl)oxetane-3-carboxamide